N-ethyl-N-(2-hydroxy-3-sulfopropyl)-3,5-dimethoxyaniline, sodium salt [Na+].C(C)N(C1=CC(=CC(=C1)OC)OC)CC(CS(=O)(=O)[O-])O